C(C)(C)(C)OC(=O)NCC1=C(N=NC(=C1)N1C=NC=C1)C(=O)NC1=C(C(=O)OC)C=C(C(=C1)F)F methyl 2-(4-(((tert-butoxycarbonyl)amino)methyl)-6-(1H-imidazol-1-yl)pyridazine-3-carboxamido)-4,5-difluorobenzoate